C(C=CC)C(CN)(CN)CC=CC di(2-butenyl)-1,3-diaminopropane